C1(CC=CC1)O cyclopent-3-en-1-yl alcohol